(1-acetyl-5-(fluoromethyl)-4-(4-methoxybenzyl)piperazin-2-yl)-6-chloro-6'-fluoro-N-methyl-[2,4'-bipyridine]-2'-carboxamide C(C)(=O)N1C(CN(C(C1)CF)CC1=CC=C(C=C1)OC)C=1C(=NC(=CC1)Cl)C1=CC(=NC(=C1)F)C(=O)NC